rac-tert-butyl (3R,5R)-3-((2-(2,6-dioxo-1-((2-(trimethylsilyl)ethoxy) methyl)piperidin-3-yl)-1-oxoisoindolin-5-yl)oxy)-5-methylpiperidine-1-carboxylate O=C1N(C(CC[C@H]1N1C(C2=CC=C(C=C2C1)O[C@H]1CN(C[C@@H](C1)C)C(=O)OC(C)(C)C)=O)=O)COCC[Si](C)(C)C |&1:6|